(S)-(-)-1-phenylethanamine C1(=CC=CC=C1)[C@H](C)N